3-{[6-(4-Fluorophenyl)pyrazin-2-yl]ethynyl}-N-[(1S,2S)-2-hydroxycyclohexyl]-4-methylbenzamide FC1=CC=C(C=C1)C1=CN=CC(=N1)C#CC=1C=C(C(=O)N[C@@H]2[C@H](CCCC2)O)C=CC1C